diisobutyl 2-cyclohexylmethyl-2-isobutylsuccinate C1(CCCCC1)CC(C(=O)OCC(C)C)(CC(=O)OCC(C)C)CC(C)C